3-[5-chloro-4-(trifluoromethyl)pyridin-2-yl]-4-hydroxy-1-methylimidazolin-2-one ClC=1C(=CC(=NC1)N1C(N(CC1O)C)=O)C(F)(F)F